C(C=C)(=O)O.C(C)C1C(=O)NC(C1)=O ethyl-succinimide acrylate